N-(naphthalen-2-yl)pyridin-2-amine C1=C(C=CC2=CC=CC=C12)NC1=NC=CC=C1